2-((S)-4-(8-fluoro-2-(((S)-1-methylpyrrolidin-2-yl)methoxy)-7-(thiochroman-8-yl)pyridino[4,3-d]pyrimidin-4-yl)-1-(2-fluoroacryloyl)piperazin-2-yl)acetonitrile FC1=C(N=CC2=C1N=C(N=C2N2C[C@@H](N(CC2)C(C(=C)F)=O)CC#N)OC[C@H]2N(CCC2)C)C=2C=CC=C1CCCSC21